FC1=CC=C(C=C1)C1=CC=C2C(=N1)N=CS2 5-(4-fluorophenyl)thiazolo[4,5-b]pyridine